(1R,2R)-2-fluoro-N-(3-(6-((R)-1-hydroxypropyl)-4-methylpyridin-3-yl)-1-methyl-2-oxo-1,2-dihydro-1,6-naphthyridin-7-yl)cyclopropane-1-carboxamide F[C@H]1[C@H](C1)C(=O)NC1=NC=C2C=C(C(N(C2=C1)C)=O)C=1C=NC(=CC1C)[C@@H](CC)O